F[C@@H](C(=O)OC)C (R)-methyl 2-fluoropropionate